1-furan-2-ylmethyl-pyrrolidin-2-one O1C(=CC=C1)CN1C(CCC1)=O